2-methyl-5-(pyridin-4-yl)-3-(4-(((3R,5S)-3,4,5-trimethylpiperazin-1-yl)methyl)phenyl)-3H-imidazo[4,5-b]pyridine CC1=NC=2C(=NC(=CC2)C2=CC=NC=C2)N1C1=CC=C(C=C1)CN1C[C@H](N([C@H](C1)C)C)C